copper-titanium-tungsten oxide [W]=O.[Ti].[Cu]